4-((S)-3-hydroxy-3-methylpyrrolidine-1-carbonyl)-N-(3-((R)-1-(4-methyl-4H-1,2,4-triazol-3-yl)propan-2-yl)phenyl)picolinamide O[C@@]1(CN(CC1)C(=O)C1=CC(=NC=C1)C(=O)NC1=CC(=CC=C1)[C@@H](CC1=NN=CN1C)C)C